bilirubin C=CC1=C(C)C(=C/C2NC(CC3NC(/C=C4\NC(=O)C(C)=C4C=C)=C(C)C=3CCC(=O)O)=C(CCC(=O)O)C=2C)/NC1=O